C(#N)C1=CC(=C(OCC=2C=C(OC3CCN(CC3)CC3=NC4=C(N3CC3=CN=CN3CC)C=C(C=C4)C(=O)OC)C=CC2)C=C1)F methyl 2-((4-(3-((4-cyano-2-fluorophenoxy) methyl) phenoxy) piperidin-1-yl) methyl)-1-((1-ethyl-1H-imidazol-5-yl) methyl)-1H-benzo[d]imidazole-6-carboxylate